tripropyl-phosphonium triiodide [I-](I)I.C(CC)[PH+](CCC)CCC